2-((3-(2-chloro-3-(1,4-benzodioxan-6-yl)anilino)isothiazolo[4,5-b]pyrazin-6-ylmethylene)amino)-1-acetamidoethane sodium [Na].ClC1=C(NC2=NSC=3C2=NC=C(N3)C=NCCNC(C)=O)C=CC=C1C1=CC3=C(OCCO3)C=C1